NC=1C=CC=2N(C3=CC=C(C=C3C2C1)C=CC1=CC=NC=C1)CCCC 3-amino-6-(2-(4-pyridyl)vinyl)-9-butylcarbazole